Cyclohexyl-methyl-aminomethyl-phosphonic acid monophenyl ester C1(=CC=CC=C1)OP(O)(=O)C(N)(C)C1CCCCC1